C(C)(=O)C1=CC(=CN2C(N(N(C=C21)N2CCCCC2)C)=O)C 9-Acetyl-3,7-dimethyl-2-(piperidin-1-yl)-2,3-dihydro-4H-pyrido[1,2-d][1,2,4]triazin-4-one